1-((3s,4r)-3-((5-(1-(2,2-difluoroethyl)-1H-benzo[d][1,2,3]triazol-6-yl)-4-methoxypyrrolo[2,1-f][1,2,4]triazin-2-yl)amino)-4-fluoropyrrolidin-1-yl)ethan-1-one FC(CN1N=NC2=C1C=C(C=C2)C=2C=CN1N=C(N=C(C12)OC)N[C@H]1CN(C[C@H]1F)C(C)=O)F